C(CCCCCC)C=1NC2=CC=C(C=C2C(C1)=O)CCC(=O)OC Methyl 3-(2-heptyl-4-oxo-1,4-dihydroquinolin-6-yl)propanoate